4-(4-(trifluoromethyl)phenyl)pyrrolo[1,2-a]quinoxaline-7-carboxamide FC(C1=CC=C(C=C1)C=1C=2N(C3=CC=C(C=C3N1)C(=O)N)C=CC2)(F)F